tetrahydrofuran-2,3-diol O1C(C(CC1)O)O